1'-(3,7-dimethyl-1H-indazole-5-carbonyl)-2-(1-methylcyclobutyl)-5H-spiro[benzo[d]thiazole-6,4'-piperidin]-4(7H)-one CC1=NNC2=C(C=C(C=C12)C(=O)N1CCC2(CC1)CC1=C(N=C(S1)C1(CCC1)C)C(C2)=O)C